C(C)(C)(C)S(=O)N1[C@H](C1)C1=CC=C(C(=O)O)C=C1 4-((2S)-1-(tert-butylsulfinyl)aziridin-2-yl)benzoic acid